4-(4,5-diphenyl-1H-imidazol-2-yl)phenyl-13,13-dimethyl-3H,13H-indeno[2',3':3,4]naphtho-[1,2-b]pyran C1(=CC=CC=C1)C=1N=C(NC1C1=CC=CC=C1)C1=CC=C(C=C1)C=1C2=C(OCC1)C=1C=CC=CC1C1=C2C(C2=CC=CC=C21)(C)C